Ethylene glycol mono-2-ethyl butyl ether C(CCC)OCCOCC